sodium manganate trioxalate C(C(=O)O)(=O)[O-].C(C(=O)O)(=O)O.C(C(=O)O)(=O)O.[Mn](=O)(=O)(O)O.[Na+]